2-(pyridin-2-yl)-1H-benzo[d]imidazole-5-carboximidamide, dihydrochloride salt Cl.Cl.N1=C(C=CC=C1)C1=NC2=C(N1)C=CC(=C2)C(N)=N